3,5-bis(trifluoromethyl)benzaldehyde FC(C=1C=C(C=O)C=C(C1)C(F)(F)F)(F)F